(9Z)-9-hexadecen-1-ol C(CCCCCCC\C=C/CCCCCC)O